3-(azetidin-1-yl)-4-(N-(3-(tert-butyl)-5-cyclopropylbenzyl)-2-(N-(2-fluorobenzyl)-(2,3,4,5,6-pentafluoro-phenyl)sulfonamido)acetamido)benzoic acid N1(CCC1)C=1C=C(C(=O)O)C=CC1N(C(CN(S(=O)(=O)C1=C(C(=C(C(=C1F)F)F)F)F)CC1=C(C=CC=C1)F)=O)CC1=CC(=CC(=C1)C1CC1)C(C)(C)C